ClC1=CC=C(C=C1)C1=CC=2C=C(C3=CC=CC=C3C2C=C1)C1=CC2=CC=CC=C2C=C1 2-(4-chlorophenyl)-9-(naphthalen-2-yl)phenanthrene